C1(=CC=CC=C1)S(=O)(=O)N1C=CC2=C(C(=C(C=C12)F)OC=1C=CC(=C(C#N)C1)F)CBr 5-[1-(benzenesulfonyl)-4-(bromomethyl)-6-fluoro-indol-5-yl]oxy-2-fluoro-benzonitrile